The molecule is the pyranose form of D-mannose 6-phosphate. It is a D-mannose 6-phosphate and a D-hexopyranose 6-phosphate. It is a conjugate acid of a D-mannopyranose 6-phosphate(2-). C([C@@H]1[C@H]([C@@H]([C@@H](C(O1)O)O)O)O)OP(=O)(O)O